FC1(C(C2=CC(=C=C=C12)OC=1C=C(C(=O)N)C=C(C1)F)=O)F 3-(8,8-difluoro-7-oxobicyclo[4.2.0]oct-1,3,5-triene-2-enyloxy)-5-fluorobenzamide